1-ETHYL-3-METHYL-1H-PYRAZOLE-5-BORONIC ACID C(C)N1N=C(C=C1B(O)O)C